N-(4-(4-Bromophenyl)thiazol-2-yl)-2-(2-chloro-2-fluoroacetamido)-4-fluorobenzamide BrC1=CC=C(C=C1)C=1N=C(SC1)NC(C1=C(C=C(C=C1)F)NC(C(F)Cl)=O)=O